CC(COC(=O)C1=C(NC=2CC(CC(C2C1C1=CC(=CC=C1)O)=O)C1=C(C=CC=C1)OC)C)(CC)C 4-(3-hydroxyphenyl)-7-(2-methoxyphenyl)-2-methyl-5-oxo-1,4,5,6,7,8-hexahydroquinoline-3-carboxylic acid 2,2-dimethylbutyl ester